decahydro-2-naphthalate C1C(CCC2CCCCC12)C(=O)[O-]